4-(4-bromobenzyl)pyrrolidine-1-carboxylic acid tert-butyl ester C(C)(C)(C)OC(=O)N1CCC(C1)CC1=CC=C(C=C1)Br